(4-methoxyphenyl)(2,6-diazaspiro[3.3]hept-2-yl)methanone 2-methylpropan-2-yl-4-(6-bromo-1,2-diazin-3-yl)-3-oxopiperazine-1-carboxylate CC(C)(C)OC(=O)N1CC(N(CC1)C=1N=NC(=CC1)Br)=O.COC1=CC=C(C=C1)C(=O)N1CC2(C1)CNC2